2,7-bis(4-bromo-3-(trifluoromethyl)phenyl)-9,9'-spirobifluorene BrC1=C(C=C(C=C1)C1=CC=2C3(C4=CC(=CC=C4C2C=C1)C1=CC(=C(C=C1)Br)C(F)(F)F)C1=CC=CC=C1C=1C=CC=CC13)C(F)(F)F